FC1=C(C=C(C=C1)F)[C@@H]1N(C[C@H](C1)F)C1=NN(C2=NC=C(C=C21)C=2C=NNC2)COCC[Si](C)(C)C 3-((2r,4s)-2-(2,5-difluorophenyl)-4-fluoropyrrolidin-1-yl)-5-(1H-pyrazol-4-yl)-1-((2-(trimethylsilyl)ethoxy)methyl)-1H-pyrazolo[3,4-b]pyridine